3-(2-methyl-4-oxo-8-(4-(piperidin-1-ylmethyl)phenethyl)quinazolin-3(4H)-yl)piperidine-2,6-dione CC1=NC2=C(C=CC=C2C(N1C1C(NC(CC1)=O)=O)=O)CCC1=CC=C(C=C1)CN1CCCCC1